(1-(aminomethyl)-7-(5-(3-chloro-6-cyano-5-cyclopropoxy-2-fluorophenyl)-1-methyl-1H-pyrazole-4-yl)-4-oxo-3,4-dihydropyrido[3,4-d]pyridazin-5-yl)(methyl)carbamic acid tert-butyl ester C(C)(C)(C)OC(N(C)C1=NC(=CC2=C1C(NN=C2CN)=O)C=2C=NN(C2C2=C(C(=CC(=C2C#N)OC2CC2)Cl)F)C)=O